CC=1CC[C@H]([C@@H](C1)C=1C(=CC(=CC1O)CCC)O)C(=C)C (1'R,2'R)-5'-methyl-2'-(prop-1-en-2-yl)-4-propyl-1',2',3',4'-tetrahydro-[1,1'-biphenyl]-2,6-diol